1-(2-(trifluoromethyl)phenyl)-2-propen-1-one FC(C1=C(C=CC=C1)C(C=C)=O)(F)F